5-chloro-8-methoxy-3-methylquinazolin-4(3H)-one ClC1=C2C(N(C=NC2=C(C=C1)OC)C)=O